3-deazaadenosine [C@@H]1([C@H](O)[C@H](O)[C@@H](CO)O1)N1C=NC=2C(N)=NC=CC12